ClC1=C(C=CC=2C3=C(NC12)CCN(C3C)C(=O)C=3NC(=CN3)NC)Cl (6,7-dichloro-1-methyl-1,3,4,5-tetrahydro-2H-pyrido[4,3-b]indol-2-yl)(5-(methylamino)-1H-imidazol-2-yl)methanone